(1R,3S,5R)-2-(2-(3-acetyl-7-methyl-5-(2-methylpyrimidin-5-yl)-1H-indazol-1-yl)acetyl)-N-(3-chloro-2-fluorobenzyl)-5-methyl-2-azabicyclo[3.1.0]hexane-3-carboxamide C(C)(=O)C1=NN(C2=C(C=C(C=C12)C=1C=NC(=NC1)C)C)CC(=O)N1[C@@H]2C[C@@]2(C[C@H]1C(=O)NCC1=C(C(=CC=C1)Cl)F)C